selenium-germanium-zinc-strontium [Sr].[Zn].[Ge].[Se]